C(C)N1N=C(C(=C1)C1=NC(=NC=C1)NC1=CC=C(C=C1)C(=O)N1CCN(CC1)C(C)C)C=1C=NC=CC1 (4-((4-(1-ethyl-3-(pyridin-3-yl)-1H-pyrazol-4-yl)pyrimidin-2-yl)amino)phenyl)(4-isopropylpiperazin-1-yl)methanone